C(=C\CC)/O (2E)-buten-1-ol